1-((R)-1-(3-(7-chloropyrazolo[1,5-a]pyridin-5-yl)phenyl)ethyl)-1-ethyl-3-((R)-6,6,6-trifluorohexan-3-yl)urea ClC1=CC(=CC=2N1N=CC2)C=2C=C(C=CC2)[C@@H](C)N(C(=O)N[C@H](CC)CCC(F)(F)F)CC